3-(4,6-diphenyl-1,3,5-triazin-2-yl)-5-(triphenylgermanyl)benzonitrile C1(=CC=CC=C1)C1=NC(=NC(=N1)C1=CC=CC=C1)C=1C=C(C#N)C=C(C1)[Ge](C1=CC=CC=C1)(C1=CC=CC=C1)C1=CC=CC=C1